N-[(1S)-2-[[5-(3-ethyl-5-methyl-1H-pyrazol-4-yl)-6-fluoro-2-pyridyl]amino]-1-(4-methylcyclohexyl)-2-oxo-ethyl]-3-isopropyl-isoxazole-4-carboxamide C(C)C1=NNC(=C1C=1C=CC(=NC1F)NC([C@H](C1CCC(CC1)C)NC(=O)C=1C(=NOC1)C(C)C)=O)C